C(C)C1(C(C2=CC=C(C=C2C1)C1=C(C=C(C=C1)OC)F)NC(O[C@@H]1CN2CCC1CC2)=O)CC (S)-quinuclidin-3-yl (2,2-diethyl-5-(2-fluoro-4-methoxyphenyl)-2,3-dihydro-1H-inden-1-yl)carbamate